C(C)(C)(C)OC(=O)N[C@@H]([C@@H](C(=O)N[C@H](C(=O)OC(C)(C)C)C1=C(C(=C(C=C1)F)OC(F)(F)F)F)O)CC1=CC=CC=C1 (S)-tert-butyl 2-((2S,3R)-3-((tert-butoxycarbonyl)amino)-2-hydroxy-4-phenylbutanamido)-2-(2,4-difluoro-3-(trifluoromethoxy)phenyl)acetate